CC(C)NC1=CC=NC=C1 4-[(propan-2-yl)amino]Pyridine